CN(CCCCCC(=O)Cl)C 6-(dimethylamino)hexanoyl chloride